1-cyclobutyl-4-((6-(thiazol-2-yl)pyridazin-3-yl)methyl)piperazine-2,3-dione C1(CCC1)N1C(C(N(CC1)CC=1N=NC(=CC1)C=1SC=CN1)=O)=O